(2-(2,6-dioxopiperidin-3-yl)-1-oxoisoindolin-4-yl)glycine tert-butyl ester C(C)(C)(C)OC(CNC1=C2CN(C(C2=CC=C1)=O)C1C(NC(CC1)=O)=O)=O